ClC=1C=CC=2N(N1)C(=CN2)N 6-chloroimidazo[1,2-b]pyridazin-3-amine